NC1=CC=C(C=N1)/C(=C/C=1C=C(C=NC1C)C(=O)OCC)/F ethyl 5-[(Z)-2-(6-aminopyridin-3-yl)-2-fluorovinyl]-6-methylpyridine-3-carboxylate